3-[(S)-1-methyl-2-(3-methyl-oxetan-3-ylamino)-ethyl]-1H-pyrimidine-2,4-dione C[C@@H](CNC1(COC1)C)N1C(NC=CC1=O)=O